C(C)OC([C@H](NCC1=C(C=C(C2=NON=C21)OCC2=C(C(=CC=C2)C2=CC1=C(OCCO1)C=C2)C)OCC2=CC(=CC=C2)C#N)CO)=O N-((5-((3-cyanobenzyl)oxy)-7-((3-(2,3-dihydrobenzo[b][1,4]dioxin-6-yl)-2-methylbenzyl)oxy)benzo[c][1,2,5]oxadiazol-4-yl)methyl)-D-serine Ethyl ester